maleimide Imide C1(C=CC(N1)=O)=N